FC1=C2CCN(C2=CC(=C1)F)CC=1C=C(C=C2C(C=C(OC12)N1CCOCC1)=O)C(=O)N1CC(C1)O 8-((4,6-difluoroindolin-1-yl)methyl)-6-(3-hydroxyazetidine-1-carbonyl)-2-morpholino-4H-chromen-4-one